phenyl-propyl-malonic acid dipentyl ester C(CCCC)OC(C(C(=O)OCCCCC)(CCC)C1=CC=CC=C1)=O